(6-chloro-8-(4-methylpiperazin-1-yl)imidazo[1,2-a]pyridin-2-yl)methanamine ClC=1C=C(C=2N(C1)C=C(N2)CN)N2CCN(CC2)C